C(CC(C)C)OC(\C(=C(/C(=O)OCCC(C)C)\C)\C)=O.[Cl-].C(CCCCCCCCCCCCCCC)(=O)OCC[N+](CCOC(CCCCCCCCCCCCCCC)=O)(C)C N,N-Bis(2-Palmitoyloxyethyl)dimethylammonium chlorid Diisoamyl-2,3-dimethylmaleate